N1C=NC2=C1C=CC(=C2)C2=C(C=CC(=C2)CCC)C(C)(C)O 2-(2-(1H-benzimidazol-5-yl)-4-propylphenyl)propan-2-ol